C(C1=CC=CC=C1)OC=1C(=NC=NC1OCC1=CC=CC=C1)CN1C(=NN=C1)C1=CC=C(C=C1)C#CC1=CC=C(CN2CCOCC2)C=C1 4-(4-((4-(4-((5,6-bis(benzyloxy)pyrimidin-4-yl)methyl)-4H-1,2,4-triazol-3-yl)phenyl)ethynyl)benzyl)morpholine